1-oxa-6-azaspiro[3.3]heptan-6-yl-[rac-(4S)-7-chloro-6-(3-fluoro-2-pyridinyl)-4-methyl-8-(trifluoromethyl)-4H-[1,2,4]triazolo[1,5-a][1,4]benzodiazepine-2-Yl]methanone O1CCC12CN(C2)C(=O)C2=NN1C([C@@H](N=C(C3=C1C=CC(=C3Cl)C(F)(F)F)C3=NC=CC=C3F)C)=N2 |r|